Amidinobenzyl-Benzylsulfonyl-D-Seryl-Homophenylalaninamide Acetate C(C)(=O)O.C(N)(=N)[C@@](N(S(=O)(=O)CC1=CC=CC=C1)CC1=CC=CC=C1)(CO)C(=O)N[C@@H](CCC1=CC=CC=C1)C(=O)N